ClC=1C=C(C=CC1F)N1C=C(C2=C1N=CN=C2N2[C@H](CNCC2)C)C2=NC=CC=C2 (S)-7-(3-Chloro-4-fluorophenyl)-4-(2-methylpiperazin-1-yl)-5-(pyridin-2-yl)-7H-pyrrolo[2,3-d]pyrimidine